N-[4-[2-chloro-3-(4-methylpiperazin-1-yl)phenoxy]-5-ethyl-6-(2-isopropylphenyl)pyrimidin-2-yl]-1-methyl-pyrazole-4-sulfonamide ClC1=C(OC2=NC(=NC(=C2CC)C2=C(C=CC=C2)C(C)C)NS(=O)(=O)C=2C=NN(C2)C)C=CC=C1N1CCN(CC1)C